(R)-4-amino-2-(6-(3-methoxypyrrolidine-1-yl)pyrazine-2-yl)-6-(thiazole-2-yl)nicotinonitrile NC1=CC(=NC(=C1C#N)C1=NC(=CN=C1)N1C[C@@H](CC1)OC)C=1SC=CN1